4-Sec-butyl-2,6-di-tert-butyl-phenol C(C)(CC)C1=CC(=C(C(=C1)C(C)(C)C)O)C(C)(C)C